ClC1=C(C=CC=C1)N1NC(C=2C=NC(=CC21)NC2=NC(=NC(=C2)C)C)=O 1-(2-chlorophenyl)-6-((2,6-dimethylpyrimidin-4-yl)amino)-1,2-dihydro-3H-pyrazolo[4,3-c]pyridin-3-one